C(C)C1=CC=C(C=C1)N1CC2(C(N(C=3C=NC=4C=C(C(=CC4C32)C=3C=C(C(=NC3)OCCNC(C)C)NS(=O)(=O)C)F)C)=O)C1 N-(5-(1-(4-Ethylphenyl)-7'-fluoro-3'-methyl-2'-oxo-2',3'-dihydrospiro[azetidine-3,1'-pyrrolo[2,3-c]quinolin]-8'-yl)-2-(2-(isopropylamino)ethoxy)pyridin-3-yl)methanesulfonamide